NC=1C(NC2=C3C=CC=NC3=C(C=C2C1C1=C2C=NNC2=C(C=C1)F)OCC1(CC(C1)(F)F)C)=O 3-Amino-6-[(3,3-difluoro-1-methylcyclobutyl)methoxy]-4-(7-fluoro-1H-indazol-4-yl)-1H-1,7-phenanthrolin-2-one